ethyl-4-chloro-7-methoxyquinoline-3-carboxylate C(C)OC(=O)C=1C=NC2=CC(=CC=C2C1Cl)OC